(2-chloro-5-fluorobenzoyl)-N-(4-methoxybenzyl)-5-nitrothiazole-3-carboxamide ClC1=C(C(=O)C2SC(=CN2C(=O)NCC2=CC=C(C=C2)OC)[N+](=O)[O-])C=C(C=C1)F